C(C)C1=C(C(=NC(=C1C#N)N1CCN(CCC1)C)S)C#N 4-ethyl-2-mercapto-6-(4-methyl-1,4-diazepan-1-yl)pyridine-3,5-dicarbonitrile